BrC1=C(C=C(C=C1)I)C[C@H](C(=O)O)[C@@H]1CN(CC1)C(=O)OC(C)(C)C (2S)-3-(2-Bromo-5-iodo-phenyl)-2-[(3R)-1-tert-butoxy-carbonylpyrrolidin-3-yl]propanoic acid